[3-formyl-4-[4-(6-prop-2-enoyloxyhexoxy)benzoyl]oxy-phenyl] 4-{6-prop-2-enoyloxyhexoxy}benzoate C(C=C)(=O)OCCCCCCOC1=CC=C(C(=O)OC2=CC(=C(C=C2)OC(C2=CC=C(C=C2)OCCCCCCOC(C=C)=O)=O)C=O)C=C1